OC[C@@H](C1=CC=CC=C1)NC1=N\C(\C(N1C)=O)=C/C1=CC2=C(N=CN2C)C=C1 (5Z)-2-[[(1R)-2-Hydroxy-1-phenyl-ethyl]amino]-3-methyl-5-[(3-methylbenzimidazol-5-yl)methylene]imidazol-4-one